C(\C=C/C(=O)O)(=O)O.NC1=NC=NN2C1=CC=C2[C@]2(O[C@@H]([C@H]([C@H]2OCC2=CC=CC=C2)OCC2=CC=CC=C2)COCC2=CC=CC=C2)C#N (2S,3R,4R,5R)-2-(4-aminopyrrolo[2,1-f][1,2,4]triazin-7-yl)-3,4-bis(benzyloxy)-5-((benzyloxy)methyl)tetrahydrofuran-2-carbonitrile maleate